CN(CCN(C1=C(C=C(C=C1)C=1C(=NC(=NC1)NC=1C=NN(C1)C)NC=1C=C(C=CC1F)NC(C=C)=O)F)C)C N-(3-((5-(4-((2-(dimethylamino)ethyl)(methyl)amino)-3-fluorophenyl)-2-((1-methyl-1H-pyrazol-4-yl)amino)pyrimidin-4-yl)amino)-4-fluorophenyl)acrylamide